decanoic vinyl ester C(=C)OC(CCCCCCCCC)=O